C(CCC)NC=1C=CC(=C(C(=O)NC=2SC(=C(N2)C)C)C1)[N+](=O)[O-] 5-(butylamino)-N-(4,5-dimethylthiazol-2-yl)-2-nitrobenzamide